Methyl 3-(3-(4-(3-(3-chlorophenyl)thioureido)phenoxy) azetidin-1-yl)-2-(1H-pyrrol-1-yl)benzoate ClC=1C=C(C=CC1)NC(NC1=CC=C(OC2CN(C2)C=2C(=C(C(=O)OC)C=CC2)N2C=CC=C2)C=C1)=S